ethyl 2-((2-(2-cyclopropoxy-5-(trifluoromethyl)phenyl)-2-oxoethyl)amino)-2-oxoacetate C1(CC1)OC1=C(C=C(C=C1)C(F)(F)F)C(CNC(C(=O)OCC)=O)=O